1-(7-(4-(trifluoromethyl)phenyl)-2-azaspiro[4.4]non-6-en-2-yl)prop-2-en-1-one FC(C1=CC=C(C=C1)C1=CC2(CCN(C2)C(C=C)=O)CC1)(F)F